N-(3-(2-(5-((6-chloro-2-methylpyrimidin-4-yl)amino)-1H-pyrazol-3-yl)ethyl)-4-fluorophenyl)3-(trifluoromethyl)benzamide ClC1=CC(=NC(=N1)C)NC1=CC(=NN1)CCC=1C=C(C=CC1F)NC(C1=CC(=CC=C1)C(F)(F)F)=O